N-((5-chloro-6-(4-fluoroisoindolin-2-yl)-1H-indol-2-yl)methyl)acetamide ClC=1C=C2C=C(NC2=CC1N1CC2=CC=CC(=C2C1)F)CNC(C)=O